ClC(N(CC(=O)[O-])CC(=O)[O-])CN(CC(=O)[O-])CC(=O)[O-].[Na+].[Na+].[Na+].[Na+] sodium chloroedetate